C1(=CC=C(C=C1)C1=CC2=C(N=C(S2)N)C=C1)C 6-(p-tolyl)-1,3-benzothiazol-2-amine